ClC=1C(=C(C=CC1Cl)\C=N\O)F (E)-N-[(3,4-dichloro-2-fluorophenyl)methylidene]hydroxylamine